C(C)N1CCC2(C[C@@H]2C(=O)N[C@@H](CCCCCC(CC)=O)C=2OC(=CN2)C=2C=C3C=CN(C(C3=CC2)=O)CC)CC1 (S)-6-ethyl-N-((S)-1-(5-(2-ethyl-1-oxo-1,2-dihydroisoquinolin-6-yl)oxazol-2-yl)-7-oxononyl)-6-azaspiro[2.5]octane-1-carboxamide